OCCC1N(CCNC1)CCCS(=O)(=O)O (2-hydroxyethyl)-1-piperazinepropanesulfonic acid